(R)-4-(3H-[1,2,3]triazolo[4,5-b]pyridin-3-yl)-2-fluoro-N-(2-(4-hydroxyphenyl)thieno[3,2-c]pyridin-4-yl)-N-(piperidin-3-yl)benzamide N1=NN(C2=NC=CC=C21)C2=CC(=C(C(=O)N([C@H]1CNCCC1)C1=NC=CC3=C1C=C(S3)C3=CC=C(C=C3)O)C=C2)F